Carbon Oxysulfide O=S.[C]